3'-O-methoxyethyl-uridine ethyl-3-(2-(4-oxo-2-(trifluoromethyl)-5-((2-(trimethylsilyl)ethoxy)methyl)-4,5-dihydro-1H-pyrrolo[2,3-d]pyridazin-1-yl)ethoxy)propanoate C(C)C(C(=O)OC[C@@H]1[C@H]([C@H]([C@@H](O1)N1C(=O)NC(=O)C=C1)O)OCCOC)COCCN1C(=CC2=C1C=NN(C2=O)COCC[Si](C)(C)C)C(F)(F)F